4-(imidazo[1,2-a]pyridin-3-yl)-N-(pyridinyl)pyrimidin-2-amine N=1C=C(N2C1C=CC=C2)C2=NC(=NC=C2)NC2=NC=CC=C2